N-[[6-(Cyclopropylamino)-2-pyridyl]sulfonyl]-6-methyl-2-(2,4,6-trimethylphenoxy)pyridin-3-carboxamid C1(CC1)NC1=CC=CC(=N1)S(=O)(=O)NC(=O)C=1C(=NC(=CC1)C)OC1=C(C=C(C=C1C)C)C